(E)-1-(quinolin-4-yl)piperidine-4-carboxamide N1=CC=C(C2=CC=CC=C12)N1CCC(CC1)C(=O)N